C(C)N(C1=CC=CC=C1)C#N N-ethylcyanoaniline